FC([C@@H](COC)OC1=NC=CC(=C1)CNC(=O)N[C@H]1[C@@H](C1)C(F)(F)F)(F)F |&1:18,19| 1-[[2-[(2R)-1,1,1-trifluoro-3-methoxypropan-2-yl]oxypyridin-4-yl]methyl]-3-[rac-(1R,2R)-2-(trifluoromethyl)cyclopropyl]urea